trans-cyclohexane-1,4-dicarbonyl dichloride [C@H]1(CC[C@H](CC1)C(=O)Cl)C(=O)Cl